FC1=CC=C(C=C1)N(C(CNC(OC(C)(C)C)=O)=O)C([2H])([2H])[2H] tert-butyl (2-((4-fluorophenyl)(methyl-d3)amino)-2-oxoethyl)carbamate